N-[2-(1-benzylpiperidin-4-yl)ethyl]-4-(2-fluorophenyl)piperazine-1-carboxamide C(C1=CC=CC=C1)N1CCC(CC1)CCNC(=O)N1CCN(CC1)C1=C(C=CC=C1)F